2,3,3-trichloroacrylamide ClC(C(=O)N)=C(Cl)Cl